NC([C@H](C[C@H]1C(NCCC1)=O)NC([C@H](CC1CC1)N(C(=O)C=1NC2=CC=CC(=C2C1)OC)C)=O)=O N-((S)-1-(((S)-1-amino-1-oxo-3-((S)-2-oxopiperidin-3-yl)propan-2-yl)amino)-3-cyclopropyl-1-oxopropan-2-yl)-4-methoxy-N-methyl-1H-indole-2-carboxamide